4-(4-aminophenoxy)-2-methoxyphenyl-aniline NC1=CC=C(OC2=CC(=C(C=C2)NC2=CC=CC=C2)OC)C=C1